C(CCCCCCCCCCCCCCCCC)(=O)C1C(OC(C1)=O)=O 3-octadecanoyl-tetrahydrofuran-2,5-dione